C(C)OC(=O)C=1N(C(=CN1)C1=CC=C(C=C1)C=1C(=NN(C1)CC(=O)OC(C)(C)C)C)C 5-[4-[1-(2-tert-butoxy-2-oxo-ethyl)-3-methyl-pyrazol-4-yl]phenyl]-1-methyl-imidazole-2-carboxylic acid ethyl ester